FC(S(=O)(=O)C=1C=C(C=NC1)CC1CC2(CN(C2)C(=O)N2CC3(C2)NC(CC3)=O)C1)(F)F 2-[6-[[5-(trifluoromethylsulfonyl)-3-pyridyl]methyl]-2-azaspiro[3.3]heptane-2-carbonyl]-2,5-diazaspiro[3.4]octan-6-one